7-(1-butoxyvinyl)-9-methyl-5-(1-piperidyl)imidazo[1,2-c]quinazoline C(CCC)OC(=C)C1=CC(=CC=2C=3N(C(=NC12)N1CCCCC1)C=CN3)C